COC1=C(C(=NC=2N1N=C(C2C2=CC=CC=C2)C2=CC=CC=C2)NC2=NC=C(N=C2)N)C2=CC=C(C=C2)OC N2-(7-methoxy-6-(4-methoxyphenyl)-2,3-diphenylpyrazolo[1,5-a]pyrimidin-5-yl)pyrazine-2,5-diamine